4-[8-methyl-2-[4-(4-methylpiperazin-1-yl)anilino]-7-oxo-pyrido[2,3-d]pyrimidin-6-yl]-2,3-dihydroquinoxaline-1-carboxylic acid tert-butyl ester C(C)(C)(C)OC(=O)N1CCN(C2=CC=CC=C12)C1=CC2=C(N=C(N=C2)NC2=CC=C(C=C2)N2CCN(CC2)C)N(C1=O)C